[N+](=O)([O-])C1=NC=CC=C1[N+](=O)[O-] 2,3-dinitropyridine